tert-Butyl (3S)-3-(((2-(2,6-dioxopiperidin-3-yl)-1-oxoisoindolin-5-yl)methyl)amino)-3-methylpiperidine-1-carboxylate O=C1NC(CCC1N1C(C2=CC=C(C=C2C1)CN[C@@]1(CN(CCC1)C(=O)OC(C)(C)C)C)=O)=O